N-[(1'S,14R)-6,17,19-trifluorospiro[8,12-dioxa-21-azatetracyclo[14.3.1.110,13.02,7]henicosa-1(19),2,4,6,10,13(21),16(20),17-octaene-14,3'-cyclopentane]-1'-yl]ethanesulfonamide FC=1C=CC=C2C3=C(C=C(C(C[C@]4(C[C@H](CC4)NS(=O)(=O)CC)C=4OC=C(COC12)N4)=C3)F)F